C1(=CC=CC=C1)C=1C(=NC=CC1)C1=C(C=CC=C1)C(C(C([2H])([2H])[2H])([2H])[2H])([2H])[2H] phenyl[(isopropyl-d7)phenyl]pyridine